ClC1=CC=C(C=N1)N1C[C@H](CCC1)NCC1=CC(=NC=C1)C (3S)-1-(6-chloropyridin-3-yl)-N-[(2-methylpyridin-4-yl)methyl]piperidin-3-amine